FC1=C(C=C(C=C1)C1(CC1)NC(OC(C(C)(C)N)C)=O)C(F)(F)F Methyl-(2-amino-2-methylpropyl) (1-(4-fluoro-3-(trifluoromethyl)phenyl)cyclopropyl)-Carbamat